ClC=1C=CC(=C(C1)B(O)O)N[C@@H](C)C=1C=C(C=C2C(C(=C(OC12)N1CCC(CC1)(C)C)C)=O)C [5-chloro-2-[[(1S)-1-[2-(4,4-dimethyl-1-piperidyl)-3,6-dimethyl-4-oxo-chromen-8-yl]ethyl]amino]phenyl]boronic acid